sulfur cyanosuccinimide C(#N)C1C(=O)NC(C1)=O.[S]